1-[(1,4-dioxan-2-yl)methyl]-5-nitro-2-phenyl-1H-indole O1C(COCC1)CN1C(=CC2=CC(=CC=C12)[N+](=O)[O-])C1=CC=CC=C1